3-bromo-7-(2-methoxyethoxy)methoxy-4H-benzopyran-4-one BrC1=COC2=C(C1=O)C=CC(=C2)OCOCCOC